N-hexyl-2,4-dihydroxy-6-pentyl-benzenesulfonamide C(CCCCC)NS(=O)(=O)C1=C(C=C(C=C1CCCCC)O)O